CN1CCN(CC1)CCNC=1C=NC2=CC=C(N=C2C1)C=1C(=NNC1)C1=NC(=CC=C1)C N-[2-(4-methylpiperazin-1-yl)ethyl]-6-[3-(6-methyl-2-pyridyl)-1H-pyrazol-4-yl]-1,5-naphthyridin-3-amine